C(#N)C=1C(=NN2C1N=CC=C2C(=O)NC2CC1=CC=CC=C1C2)COC(C)C 3-Cyano-N-indan-2-yl-2-(isopropoxymethyl)pyrazolo[1,5-a]pyrimidine-7-carboxamide